1-(3-Methoxy-4-methylpyridin-2-yl)piperazine COC=1C(=NC=CC1C)N1CCNCC1